CC1=NN(C2=NC(=NC=C21)N2CC1(CN(C1)C1=NC(=NC(=C1)C)C(F)(F)F)CC2)CC(C)=O 1-(3-methyl-6-(2-(6-methyl-2-(trifluoromethyl)pyrimidin-4-yl)-2,6-diazaspiro[3.4]octan-6-yl)-1H-pyrazolo[3,4-d]pyrimidin-1-yl)propan-2-one